N1=CN=C(C=C1)C1=CNC2=NC=CC(=C21)N2C[C@@]1(CC2)NCCCC1 (5R)-2-(3-pyrimidin-4-yl-1H-pyrrolo[2,3-b]pyridin-4-yl)-2,6-diazaspiro[4.5]decane